[2-(OCTYLOXY)PHENYL]BORANEDIOL C(CCCCCCC)OC1=C(C=CC=C1)B(O)O